OCC1(N2CCC(C1=O)CC2)COC 2-(hydroxymethyl)-2-(methoxymethyl)quinuclidin-3-one